O[C@H]1CN(CC[C@@H]1CN1C=CC2=C1N=CN=C2N2[C@H](COCC2)C2=CC=C(C=C2)C(F)(F)F)CC(=O)N |o1:1,6| 2-((3R*,4R*)-3-hydroxy-4-((4-((S)-3-(4-(trifluoromethyl)phenyl)morpholino)-7H-pyrrolo[2,3-d]pyrimidin-7-yl)methyl)piperidin-1-yl)acetamide